[Cl-].C(C1=CC=CC=C1)[N+]1=CC=CC=C1 N-benzyl-pyridinium chloride